C(C)(C)(C)SSC=1SC2=C(N1)C=CC=C2 2-(t-butyldisulfanyl)benzo[d]thiazole